Pyrocatechol-1-carbaldehyde salicyloylhydrazone C(C=1C(O)=CC=CC1)(=O)NN=CC1(O)C(O)C=CC=C1